C(C)(C)(C)OC(=O)N1CC(C2=CC(=CC=C12)Cl)(CCN(C(C)=O)C)C 5-chloro-3-methyl-3-(2-(N-methylacetamido)ethyl)indoline-1-carboxylic acid tert-butyl ester